3-((5,6-dichloropyridin-3-yl)methyl)-2-methoxyquinoline ClC=1C=C(C=NC1Cl)CC=1C(=NC2=CC=CC=C2C1)OC